C1(=CC(=CC=C1)CN=C=O)CN=C=O 1,3-Xylylene diisocyanate